C1(CCCCC1)C1=CC=C(C=C1)[S+](C1=CC=CC=C1)C1=CC=CC=C1 4-cyclohexylphenyl-diphenyl-sulfonium